O=C1CC(C2=C1C=CC=1C=CC=CC21)=C(C#N)C#N 2-(3-oxo-2,3-dihydro-1H-cyclopenta-naphthalen-1-ylidene)malononitrile